S(=O)=NC(C1=CC=CC=C1)(C1=CC=CC=C1)C1=CC=CC=C1 N-sulfinyltritylamine